(2r,3s)-4-azido-2-(benzyloxycarbonylamino)-3-hydroxy-butanoic acid methyl ester COC([C@@H]([C@H](CN=[N+]=[N-])O)NC(=O)OCC1=CC=CC=C1)=O